C(C)(C)(C)OC(=O)N1CCC(=CC1)C1=CC2=NC=C(C=C2S1)C=1C=C(C=2N(N1)C=C(N2)C)C 4-[6-(2,8-dimethylimidazo[1,2-b]pyridazin-6-yl)thieno[3,2-b]pyridin-2-yl]-3,6-dihydro-2H-pyridine-1-carboxylic acid tert-butyl ester